6-[3-(5-Chloro-2-methoxypyridine-3-sulfonamido)-2,6-difluorophenyl]-7-fluoro-N-(2-methylpropyl)-1H-indazole-3-carboxamide ClC=1C=C(C(=NC1)OC)S(=O)(=O)NC=1C(=C(C(=CC1)F)C1=CC=C2C(=NNC2=C1F)C(=O)NCC(C)C)F